BrC=1C=C(C=C(C1)Cl)NC(NC1=C(C(=O)N)C=CC=C1)=O 2-[3-(3-bromo-5-chlorophenyl)ureido]benzamide